pyrido[4,3-d]pyrimidin-2-amine N1=C(N=CC2=C1C=CN=C2)N